6-(3-isopropyl-5-(piperidin-4-yl)-1H-indol-2-yl)-4-methylbenzo[d]oxazole C(C)(C)C1=C(NC2=CC=C(C=C12)C1CCNCC1)C1=CC2=C(N=CO2)C(=C1)C